4-((4-(((3R,4R)-3-((4-methoxybenzyl)oxy)tetrahydro-2H-pyran-4-yl)oxy)-5-(trifluoromethyl)pyrimidin-2-yl)amino)-N-(methyl-d3)benzenesulfonamide COC1=CC=C(CO[C@@H]2COCC[C@H]2OC2=NC(=NC=C2C(F)(F)F)NC2=CC=C(C=C2)S(=O)(=O)NC([2H])([2H])[2H])C=C1